6-amino-3-(cyclopent-1-en-1-yl)pyridine-2-carbonitrile NC1=CC=C(C(=N1)C#N)C1=CCCC1